C(C1=CC=CC=C1)N([C@H]1[C@H](N(CC1)C(=O)OC(C)(C)C)C1CC1)C tert-butyl (2R,3R)-3-(benzyl(methyl)amino)-2-cyclopropylpyrrolidine-1-carboxylate